C(CC)OC(CCCCCCCCCCCC=CC=CCC)OCCC 18,18-dipropyloxy-3,5-octadecadiene